FC(S(=O)(=O)N1C=NC(=C1)[N+](=O)[O-])(F)F 1-Trifluoromethanesulfonyl-4-nitroimidazole